N,N'-bis(1-naphthylmethyl)-ethylenediamine C1(=CC=CC2=CC=CC=C12)CNCCNCC1=CC=CC2=CC=CC=C12